N-[4-Amino-1-(2-trimethylsilylethoxymethyl)pyrazolo[4,3-c]pyridin-7-yl]-2-oxo-2-[(2R,5S)-5-methyl-2-[3-[(2S)-2-(dimethylamino)propoxy]phenyl]-1-piperidyl]acetamide NC1=NC=C(C2=C1C=NN2COCC[Si](C)(C)C)NC(C(N2[C@H](CC[C@@H](C2)C)C2=CC(=CC=C2)OC[C@H](C)N(C)C)=O)=O